N(=C=O)C1CC(CC(C1)(C)C)(C)CN=C=O 1-Isocyanato-3-(isocyanatomethyl)-3,5,5-trimethylcyclohexane